C(#N)C=1C=NN2C1C(=CC(=C2)C=2C=NN(C2)C)C2=NN(C(=C2)C(=O)NCC=2C=NC(=CC2)N2N=CC(=C2)F)C 3-(3-cyano-6-(1-methyl-1H-pyrazol-4-yl)pyrazolo[1,5-a]pyridin-4-yl)-N-((6-(4-fluoro-1H-pyrazol-1-yl)pyridin-3-yl)methyl)-1-methyl-1H-pyrazole-5-carboxamide